(S)-3,4-dichloro-N-(3-(1-((4-fluoro-3-(trifluoromethyl)phenyl)amino)-1-oxopropan-2-yl)bicyclo[1.1.1]pentan-1-yl)benzamide ClC=1C=C(C(=O)NC23CC(C2)(C3)[C@@H](C(=O)NC3=CC(=C(C=C3)F)C(F)(F)F)C)C=CC1Cl